CS(=O)(=O)C1=CC=C(C=C1)C1=CC(=CC=C1)C1=NN=C2N1C1=CC=CC=C1C(=N2)N 4'-(methylsulfonyl)-[1,1'-biphenyl-3-yl]-[1,2,4]triazolo[4,3-a]quinazolin-5-amine